CCCCCCCC/C=C\\CCCCCCCCCCCCCC(=O)NCCO The molecule is a N-(long-chain-acyl)ethanolamine that is the ethanolamide of (15Z)-tetracosenoic acid. It has a role as a human metabolite. It is a N-(monounsaturated fatty acyl)ethanolamine, an endocannabinoid and a N-(long-chain-acyl)ethanolamine. It derives from a (15Z)-tetracosenoic acid.